[Ag].[Zn].[In].[Sn] tin-indium-zinc-silver